2-isopropyl-1,2-dihydro-2,3,1-benzodiazaborinin-1-ol C(C)(C)N1B(C2=C(C=N1)C=CC=C2)O